ClC1=C(C(=O)O)C=CC(=C1)C=1OC(=CC1)C=C1C(N(C(S1)=O)CC(NC1=CC=C(C=C1)C)=O)=O 2-chloro-4-(5-((2,4-dioxo-3-(2-oxo-2-(p-tolylamino)ethyl)thiazolidine-5-ylidene)methyl)furan-2-yl)benzoic acid